Sulphoketone S(=O)(=O)(O)C(=O)S(=O)(=O)O